P(=O)(OC[C@H]1O[C@H]([C@@H](C1)O[Si](C)(C)C(C)(C)C)N1C2=NC=NC(=C2N=C1)N)(OC(C)(C)C)OC(C)(C)C ((2S,4R,5R)-5-(6-amino-9H-purin-9-yl)-4-((tert-butyldimethylsilyl)oxy)tetrahydrofuran-2-yl)methyl di-tert-butyl phosphate